bromo-6-((4-chloro-2-fluorobenzyl)oxy)-3-fluoropyridine BrC1=NC(=CC=C1F)OCC1=C(C=C(C=C1)Cl)F